N-methyl-N-(oxetan-3-yl)-3-(2,2,2-trifluoroethoxy)benzamide CN(C(C1=CC(=CC=C1)OCC(F)(F)F)=O)C1COC1